6-(6-trifluoromethyl-pyridin-2-yl)-1,3,5-triazine-2,4-dione tert-butyl-4-(6-benzyl-2-methylsulfanyl-pyrido[3,4-b]pyrazin-6-ium-3-yl)piperazine-1-carboxylate bromide [Br-].C(C)(C)(C)OC(=O)N1CCN(CC1)C1=C(N=C2C(=N1)C=[N+](C=C2)CC2=CC=CC=C2)SC.FC(C2=CC=CC(=N2)C2=NC(NC(N2)=O)=O)(F)F